ClC1CC2=C(C3=CC=CC=C3C(=C2CC1)OC1=CC=CC=C1)OC(C(=C)C)=O 2-chloro-9-methacryloyloxy-10-phenoxy-1,2,3,4-tetrahydroanthracene